C(C=C)(=O)O.C(C=C)(=O)O.C(C=C)(=O)O.C(C=C)(=O)O.C(O)C(CC)(CO)CO.C(O)C(CC)(CO)CO DITRi-methylolpropane tetraacrylate